C1(CC1)C[C@@H](C(=O)NC(C[C@H]1C(NCC1)=O)C(C(=O)NC1CC1)=O)NC(C[C@H](CC)C1=CC=CC=C1)=O (3S)-N-((2S)-3-cyclopropyl-1-((4-(cyclopropylamino)-3,4-dioxo-1-((S)-2-oxopyrrolidin-3-yl)butan-2-yl)amino)-1-oxopropan-2-yl)-3-phenylpentanamide